2,7-dimethyl-spirobifluorene CC=1C2(C3=CC4=CC(=CC=C4C3=CC1)C)C=CC=C1C3=CC=CC=C3C=C12